NC1C(CCCC1N)OC1C(C(CCC1)N)N 2,3-Diaminocyclohex-1-ylether